NN(C)C(=O)O azaalanine